COC(CC(C1CCCC1)N1N=CC(=C1)I)=O 3-(4-iodo-1H-pyrazol-1-yl)-3-cyclopentylpropionic acid methyl ester